C(#N)C=1C=C(C=CC1)C1=NC(=NC(=C1C(=O)N(C)C)NC1=CC=NC=C1)N1CCOCC1 4-(3-cyanophenyl)-N,N-dimethyl-2-morpholino-6-(4-pyridylamino)pyrimidine-5-carboxamide